((4-(5-(chloromethyl)-1,3,4-oxadiazol-2-yl)-2-methoxyphenyl)amino)-9-cyclopentyl-7,7-difluoro-5-methyl-5,7,8,9-tetrahydro-6H-pyrimido[4,5-b][1,4]diazepin-6-one ClCC1=NN=C(O1)C1=CC(=C(C=C1)NC=1N=CC2=C(N(CC(C(N2C)=O)(F)F)C2CCCC2)N1)OC